C(C)OC(=O)C1=CC(=C2N1N=CC=C2)CC2=CC=C(C=C2)Br 5-(4-bromobenzyl)-pyrrolo[1,2-b]pyridazine-7-carboxylic acid ethyl ester